ClC1=C(C=C(C=C1)C1=CC(=NO1)C1=C(C(=NN1C)OS(=O)(=O)C(C(F)(F)F)(C(F)(F)F)F)C(F)(F)F)C(N(C)C1(CC1)C#N)=O [5-[5-[4-chloro-3-[(1-cyanocyclopropyl)-methyl-carbamoyl]phenyl]isoxazol-3-yl]-1-methyl-4-(trifluoromethyl)pyrazol-3-yl]1,1,1,2,3,3,3-heptafluoropropane-2-sulfonate